Cl.Cl.C1(CC1)N1[C@H](CN[C@@H](C1)C)C (2S,5R)-1-cyclopropyl-2,5-dimethylpiperazine dihydrochloride